CC(C)C(CC[C@@H](C)[C@H]1CC[C@H]2[C@@H]3CC=C4C[C@H](CC[C@]4(C)[C@H]3CC[C@]12C)O)O Cholest-5-ene-3β,24-diol